2-(6-(((1R,4R,5R,6R)-6-fluoro-1,2,4-trimethyl-2-azabicyclo[2.2.2]octan-5-yl)oxy)pyridazin-3-yl)-5-(1H-1,2,3-triazol-1-yl)phenol F[C@H]1[C@@H]([C@]2(CN([C@@]1(CC2)C)C)C)OC2=CC=C(N=N2)C2=C(C=C(C=C2)N2N=NC=C2)O